CN(CCC=1C=CC(N(C1)[C@H](C(=O)N[C@@H](CC(=O)OCC)C=1C=C(C=CC1F)C1=C(C=CC=C1OCCCC=C)C)CC=C)=O)C Ethyl (S)-3-((S)-2-(5-(2-(dimethylamino)ethyl)-2-oxopyridin-1(2H)-yl)pent-4-enamido)-3-(4-fluoro-2'-methyl-6'-(pent-4-en-1-yloxy)-[1,1'-biphenyl]-3-yl)propanoate